2-(3-chloro-5-fluoro-4-methylpyridin-2-yl)propan-2-amine ClC=1C(=NC=C(C1C)F)C(C)(C)N